4-Trifluoromethyl-2-nitrophenol FC(C1=CC(=C(C=C1)O)[N+](=O)[O-])(F)F